(S)-N-(5-bromo-2-(3,4-dimethylpiperazin-1-yl)-4-fluorophenyl)-2-(difluoromethyl)-4-fluorobenzamide BrC=1C(=CC(=C(C1)NC(C1=C(C=C(C=C1)F)C(F)F)=O)N1C[C@@H](N(CC1)C)C)F